C(C)(=O)OC1=C(C=CC=C1)CC(=O)OC(C(C)C)Cl 1-Chloro-2-methylpropyl 2-(2-acetoxyphenyl)acetate